BrC1=CC(=C(CN2CC3=NC=CC=C3C2=O)C(=C1)C1CC1)Cl 6-(4-bromo-2-chloro-6-cyclopropylbenzyl)-6,7-dihydro-5H-pyrrolo[3,4-b]pyridin-5-one